5-oxo-5-(methylimino)-5lambda6-Thiaspiro[2.5]Octane-1-carboxylic acid O=S1(CC2(CC2C(=O)O)CCC1)=NC